O=C1C=C(C(=CN1)C(=O)[O-])C(=O)[O-] 6-oxo-1,6-dihydropyridine-3,4-dicarboxylate